4-(5-bromopyridin-2-yl)thiomorpholine BrC=1C=CC(=NC1)N1CCSCC1